ClC1=C(C=C(C=N1)NC(=O)[C@@H](CC(C)(C)C)NC(OC(C)(C)C)=O)C tert-Butyl N-[(1R)-1-[(6-chloro-5-methyl-3-pyridyl)carbamoyl]-3,3-dimethyl-butyl]carbamate